ricinoleamide 2,2-dimethyl-8-prenyl-2H-1-benzopyran-6-acrylate CC1(OC2=C(C=C1)C=C(C=C2CC=C(C)C)C=CC(=O)O)C.C(CCCCCCC\C=C/C[C@H](O)CCCCCC)(=O)N